C[Si](C(CCCCCCCN(CC)CC)[SiH2]CN(CCC)[Si](OCC)(OCC)C)(OCC)OCC 1-methyldiethoxysilyl-8-(diethylamino)(methyldiethoxysilyl-propylamino)methylsilyl-octane